NC1C=2N(C=CN1CC1=NC=CC=C1)C1=C(N2)C=CC=C1 1-amino-N-(pyridin-2-ylmethyl)benzo[4,5]imidazo[1,2-a]pyrazine